(E)-6-(4-ethoxyphenyl)-N'-((2-methylcyclohept-1-en-1-yl)methylene)pyrazine-2-carbohydrazide (Z)-non-2-en-1-yl-6-chloro-6-oxohexanoate C(\C=C/CCCCCC)OC(CCCCC(=O)Cl)=O.C(C)OC1=CC=C(C=C1)C1=CN=CC(=N1)C(=O)N/N=C/C1=C(CCCCC1)C